C1(CC1)CN1C(NC2=CC(=CC=C2C1=O)CN1CCN(CC1)C=1C=CC(=NC1C)C(=O)NC)=O 5-(4-((3-(cyclopropylmethyl)-2,4-dioxo-1,2,3,4-tetrahydroquinazolin-7-yl)methyl)piperazin-1-yl)-N,6-dimethylpicolinamide